6-(Phenylimino)ethyl-2-acetylpyridin C1(=CC=CC=C1)N=CCC1=CC=CC(=N1)C(C)=O